CC1CCN(CC1)C=1N=C(C2=C(C=NNC2=O)N1)NC1=CC=C(C=C1)N1CCC2(CC2C(=O)O)CC1 6-(4-((2-(4-methylpiperidin-1-yl)-5-oxo-5,6-dihydropyrimido[4,5-d]pyridazin-4-yl)amino)phenyl)-6-azaspiro[2.5]octane-1-carboxylic acid